[2H]C=1C=CC=2NC3=CC=C(C=C3C2C1)[2H] 3,6-dideuterocarbazole